ClC1=C2C(=CNC2=C(C=C1)N1CCC(CC1)NC(=O)C1=NC=C(C=C1)N1CCC2(OCCO2)CC1)C#N N-[1-(4-Chloro-3-cyano-1H-indol-7-yl)piperidin-4-yl]-5-(1,4-dioxa-8-azaspiro[4.5]decan-8-yl)pyridine-2-carboxamide